C1(CC1)CC(C(=O)NCC1=CC(=CC=C1)OC)C(=O)N[C@@H](CC1=CC=CC=C1)B1OC(C(O1)(C)C)(C)C 2-(Cyclopropylmethyl)-N1-(3-methoxybenzyl)-N3-((R)-2-phenyl-1-(4,4,5,5-tetramethyl-1,3,2-dioxaborolan-2-yl)ethyl)malonamide